methyl 3-[[(tert-butoxycarbonyl)amino]methyl]-4-(methylamino)benzoate C(C)(C)(C)OC(=O)NCC=1C=C(C(=O)OC)C=CC1NC